(4-(bromomethyl)phenyl)(trifluoromethyl)sulfane BrCC1=CC=C(C=C1)SC(F)(F)F